2-(2-azaspiro[3.3]heptan-2-yl)-4-(2-furyl)-6-[[3-(trifluoromethyl)phenyl]methylamino]pyrimidine-5-carboxylic acid C1N(CC12CCC2)C2=NC(=C(C(=N2)C=2OC=CC2)C(=O)O)NCC2=CC(=CC=C2)C(F)(F)F